O=C1C2=C(N=NN1CC(=O)O)C=CC=C2 2-(4-oxobenzo[d][1,2,3]triazin-3(4H)-yl)acetic acid